Tert-butyl 4-chloro-5,8-dihydropyrido[3,4-d]pyrimidine-7(6H)-carboxylate ClC=1C2=C(N=CN1)CN(CC2)C(=O)OC(C)(C)C